ClC=1C(=NC=CC1C=1C(=C(C=CC1)NC(C1=NC=C(C=C1)CN1C[C@@H](CC1)O)=O)C)C1=CC(=C(C=C1)CN1C[C@@H](CC1)O)OC N-(3-(3-chloro-2-(4-(((R)-3-hydroxypyrrolidin-1-yl)methyl)-3-methoxyphenyl)pyridin-4-yl)-2-methylphenyl)-5-(((R)-3-hydroxypyrrolidin-1-yl)methyl)picolinamide